C(CCC)(=O)OCCC1=C(N=CS1)C 2-(4-methyl-5-thiazolyl)ethyl butyrate